8-(4-chloro-3-fluoro-2-methylphenyl)-9-(4-((1-(3,3-difluoropropyl)azetidin-3-ylidene)methyl)phenyl)-6,7-dihydro-5H-benzo[7]annulene-3-carboxylic acid ClC1=C(C(=C(C=C1)C=1CCCC2=C(C1C1=CC=C(C=C1)C=C1CN(C1)CCC(F)F)C=CC(=C2)C(=O)O)C)F